acryloxyethyl-adipic acid C(C=C)(=O)OCCC(C(=O)O)CCCC(=O)O